N1CNC2=C1C=CC=C2S(=O)(=O)N 2,3-dihydro-1H-benzo[d]imidazole-4-sulfonamide